2-(3-(5-((1R)-(1,3-dimethylazetidin-3-yl)(hydroxy)(4-(propan-2-yl-1-d)phenyl)methyl)pyridin-3-yl)-1,2,4-oxadiazol-5-yl)propan-2-ol CN1CC(C1)(C)[C@@](C=1C=C(C=NC1)C1=NOC(=N1)C(C)(C)O)(C1=CC=C(C=C1)C(C[2H])C)O